C1(CC1)C1=C(C(=NO1)C1=C(C=NC=C1Cl)Cl)COC12CCC(CC1)(CC2)C#CC2=CC=C1C=CN=C(C1=C2)N2CCNCC2 7-((4-((5-Cyclopropyl-3-(3,5-dichloropyridin-4-yl)isoxazol-4-yl)methoxy)bicyclo[2.2.2]octan-1-yl)ethynyl)-1-(piperazin-1-yl)isochinolin